methylenediphosphonic acid sodium salt [Na+].C(P([O-])([O-])=O)P([O-])([O-])=O.[Na+].[Na+].[Na+]